lithium manganese oxide [O-2].[Mn+2].[Li+]